(E)-4-hydroxy-1-(3-(4-(hydroxymethyl)-1-(4-(trifluoromethoxy)phenyl)-1H-pyrazolo[3,4-b]pyridin-3-yl)azetidin-1-yl)but-2-en-1-one OC/C=C/C(=O)N1CC(C1)C1=NN(C2=NC=CC(=C21)CO)C2=CC=C(C=C2)OC(F)(F)F